OC(CN(CC(C)O)CC(C)O)C N,N,N-tris(2-hydroxypropyl)amine